(2-(4-((S)-1-(benzo[d]thiazol-5-yl)ethyl)piperazin-1-yl)pyrimidin-5-yl)(imino)(methyl)-λ6-sulfanone S1C=NC2=C1C=CC(=C2)[C@H](C)N2CCN(CC2)C2=NC=C(C=N2)S(=O)(C)=N